[Cl-].OC(CN1CCC(CC1)C=C)CO 1-(2,3-dihydroxypropyl)-4-vinylpiperidine chloride